ClC1=C(C=C(C=C1)F)C1N(C(C2=CC(=CC=C12)C=1C=NN(C1)C1CC1)=O)CC1=CC=C(C=C1)OC 3-(2-chloro-5-fluorophenyl)-6-(1-cyclopropyl-1H-pyrazol-4-yl)-2-(4-methoxybenzyl)-1-oxoisoindole